(2-Chloro-4-phenoxyphenyl)(4-{[(3R,6S)-6-(hydroxymethyl)oxan-3-yl]amino}-7H-pyrrolo[2,3-d]pyrimidin-5-yl)methanone ClC1=C(C=CC(=C1)OC1=CC=CC=C1)C(=O)C1=CNC=2N=CN=C(C21)N[C@H]2CO[C@@H](CC2)CO